pyridoxine dichloride [Cl-].[Cl-].N1=C(C)C(O)=C(CO)C(CO)=C1